N[C@H]1C[C@H](CCC1)C(=O)NC (1S,3R)-3-amino-N-methylcyclohexane-1-carboxamide